amino-5-[2-[4-(azetidin-1-yl)-2,6-difluorophenyl]ethynyl]-7-[(2R,3R,4S,5R)-3,4-dihydroxy-5-[(sulfamoylamino)methyl]tetrahydrofuran-2-yl]pyrrolo[2,3-d]pyrimidine NC=1N=CC2=C(N1)N(C=C2C#CC2=C(C=C(C=C2F)N2CCC2)F)[C@@H]2O[C@@H]([C@H]([C@H]2O)O)CNS(N)(=O)=O